C1(=CC=CC=C1)C=1C(=NC2=C(C3=C(N1)C=CC=C3)C=CC=C2)C2=CC=CC=C2 6,7-diphenyl-dibenzo[e,G][1,4]diazocine